6-((2-Benzyl-3-oxo-3,4-dihydrobenzo[f]quinoxalin-6-yl)oxy)hexanoic acid ethyl ester C(C)OC(CCCCCOC=1C2=C(C=3N=C(C(NC3C1)=O)CC1=CC=CC=C1)C=CC=C2)=O